(S)-2-(tert-butoxycarbonylamino)butyric acid C(C)(C)(C)OC(=O)N[C@H](C(=O)O)CC